2-(4-(3-isopropyl-2-(2-methyl-8-(trifluoromethyl)-[1,2,4]triazolo[1,5-a]pyridin-6-yl)-1H-indol-5-yl)piperidin-1-yl)-N,N-dimethylacetamide C(C)(C)C1=C(NC2=CC=C(C=C12)C1CCN(CC1)CC(=O)N(C)C)C=1C=C(C=2N(C1)N=C(N2)C)C(F)(F)F